tert-butyl ((6-((5-chloro-3-cyanopyrazolo[1,5-a]pyrimidin-7-yl)amino)pyridin-3-yl)methyl)carbamate ClC1=NC=2N(C(=C1)NC1=CC=C(C=N1)CNC(OC(C)(C)C)=O)N=CC2C#N